COC=1C=C(C)C=C(C1O)OC 3,5-dimethoxy-4-hydroxytoluene